N1=CNC2=NC=CC(=C21)C=2C=NN(C2)C2=CC=C(C=N2)C(C(F)(F)F)O 1-(6-(4-(3H-imidazo[4,5-b]pyridin-7-yl)-1H-pyrazol-1-yl)pyridin-3-yl)-2,2,2-trifluoroethanol